NC1=CC=C(C=C1)C1=C2C(=NC(=C1)NC(=O)C1CC1)N(C=C2)S(=O)(=O)C2=CC=C(C)C=C2 N-(4-(4-aminophenyl)-1-p-toluenesulfonyl-1H-pyrrolo[2,3-b]pyridin-6-yl)cyclopropylcarboxamide